CC=1C=C2C(=CNC2=CC1)CCO 2-(5-methyl-1H-indol-3-yl)ethan-1-ol